disodium bicyclo[2.2.1]heptene C12=CCC(CC1)C2.[Na].[Na]